COCOC1=C(C#N)C=CC=C1B1OC(C(O1)(C)C)(C)C 2-(methoxymethoxy)-3-(4,4,5,5-tetramethyl-1,3,2-dioxaborolan-2-yl)benzonitrile